N-(2-chloro-5-methylpyrimidin-4-yl)-1-(methylsulfonyl)indolin-7-amine ClC1=NC=C(C(=N1)NC=1C=CC=C2CCN(C12)S(=O)(=O)C)C